[Ge](=S)=S Germanium(IV) sulfide